FC=1C=C2C=NN(C2=C(C1O)F)C1=CC=C(C=C1)C1CN(CCC1)S(=O)(=O)C 5,7-Difluoro-1-(4-(1-(methylsulfonyl)piperidin-3-yl)phenyl)-1H-indazol-6-ol